hydroxyethylidenediphosphonic acid dimethyl ester COP(OC)(=O)C(CO)P(O)(O)=O